NC1=NC(=CC(=N1)C=1C(=C(C#N)C=CC1)C)C=1N=NN(C1)CC1=CNC2=CC(=CC=C12)S(=O)(=O)C 3-(2-amino-6-(1-((6-(methylsulfonyl)-1H-indol-3-yl)methyl)-1H-1,2,3-triazol-4-yl)pyrimidin-4-yl)-2-methylbenzonitrile